(2S,4S)-4-((R)-aziridine-2-carboxamido)-1-(2-methylbenzofuro[3,2-d]pyrimidin-4-yl)pyrrolidine-2-carboxylic acid N1[C@H](C1)C(=O)N[C@H]1C[C@H](N(C1)C=1C2=C(N=C(N1)C)C1=C(O2)C=CC=C1)C(=O)O